C(C1=CC=CC=C1)OC([C@H](CCCNC(=N)NS(=O)(=O)C=1C(=C(C2=C(CC(O2)(C)C)C1C)C)C)NC(=O)N1CCN(CC1)C)=O.P(=O)(O)(OP(=O)(O)O)N1CCNCCC1 diphosphohomopiperazine (S)-Benzyl-2-(4-methylpiperazine-1-carboxamido)-5-(3-(2,2,4,6,7-pentamethyl-2,3-dihydrobenzofuran-5-ylsulfonyl)guanidino)pentanoate